F[C@H]1[C@H](C1)C(=O)O (1R,2R)-2-fluoro-cyclopropylformic acid